(R)-6-chloro-3-((1-(3,6-dimethyl-2-(2-methylimidazo[1,2-a]pyridin-6-yl)-4-oxo-3,4-dihydroquinazolin-8-yl)ethyl)amino)-N-(methylsulfonyl)picolinamide ClC1=CC=C(C(=N1)C(=O)NS(=O)(=O)C)N[C@H](C)C=1C=C(C=C2C(N(C(=NC12)C=1C=CC=2N(C1)C=C(N2)C)C)=O)C